O=C1N(C2=CC=CC=C2C(N1CCC1=CC=CC=C1)=O)CC=1C=C(C(=O)NO)C=CC1 3-((2,4-dioxo-3-phenethyl-3,4-dihydroquinazolin-1(2H)-yl)methyl)-N-hydroxybenzoamide